4-methyl-N-(1-methyl-1H-tetrazol-5-yl)-2-((1-methyl-1H-tetrazol-5-yl)methoxy)-6-(trifluoromethyl)nicotinamide Benzyl-(2E)-3-{4-[3-(adamantan-1-yl)-4-methoxyphenyl]phenyl}prop-2-Enoat C(C1=CC=CC=C1)OC(\C=C\C1=CC=C(C=C1)C1=CC(=C(C=C1)OC)C12CC3CC(CC(C1)C3)C2)=O.CC2=CC(=NC(=C2C(=O)NC2=NN=NN2C)OCC2=NN=NN2C)C(F)(F)F